5-methylpyridazin-3-amine CC=1C=C(N=NC1)N